C1(CC1)C([C@H](CC(=O)O)C)NC(CN1C(C(C2=C(C(=CC=C12)C1CC1)F)(C)C)=O)=O (3S)-4-cyclopropyl-4-[2-(5-cyclopropyl-4-fluoro-3,3-dimethyl-2-oxoindol-1-yl)acetamido]-3-methylbutanoic acid